(((3aR,4aS,7R,7bR)-7a-(benzyloxy)-2,2-dimethyl-4a,7,7a,7b-tetrahydro-3aH-cyclopenta[4,5]furo[2,3-d][1,3]dioxol-5-yl)oxy)(tert-butyl)dimethylsilane C(C1=CC=CC=C1)OC12[C@H](O[C@@H]3OC(O[C@@H]31)(C)C)C(=CC2)O[Si](C)(C)C(C)(C)C